1-(3-chloro-2-fluorobenzyl)-4-((3-fluoro-6-(thiazol-2-ylamino)pyridin-2-yl)methyl)-2-(methoxymethyl)piperidine-4-carboxylic acid ClC=1C(=C(CN2C(CC(CC2)(C(=O)O)CC2=NC(=CC=C2F)NC=2SC=CN2)COC)C=CC1)F